S1[As]2S[As]3[As]1S[As]2S3 Tetraarsenic tetrasulfide